CC=1SC=2C(N1)=C(C(=CC2)C2=C(C1=C(N=N2)N(C=N1)[C@H]1CN(CCC1)C)C)O 2-methyl-5-[4-methyl-7-[(3R)-1-methyl-3-piperidyl]imidazo[4,5-c]pyridazin-3-yl]-1,3-benzothiazol-4-ol